CCC1=CC=C(C=C1)S(=O)(=O)O methyl-para-toluenesulfonic acid